ClC1=NC=CC2=C1CO[C@]21CN(CCC1)CC1=C(N=C(S1)NC(C)=O)F (S)-N-(5-((4-chloro-3H-spiro[furo[3,4-c]pyridin-1,3'-piperidin]-1'-yl)methyl)-4-fluorothiazol-2-yl)acetamide